NC1=NC(=C2N=CN(C2=N1)CC1=C(C=CC=C1F)F)C=1C=C(C#N)C=CC1 3-(2-Amino-9-(2,6-Difluorobenzyl)-9H-Purin-6-Yl)Benzonitrile